FC1=CC2=C(OC3(COC3)C=NS2(=O)=O)C=C1 8-Fluoro-1,1-dioxidospiro[benzo[b][1,4,5]oxathiazepine-4,3'-oxetan]